ClC1=C(C=CC(=C1)C=1N=CC2=C(N1)C=NN2C2=CC(=C(C=C2)F)O)O 2-Chloro-4-(1-(4-fluoro-3-hydroxyphenyl)-1H-pyrazolo[4,3-d]pyrimidin-5-yl)phenol